CC1=CCC(CC1)C(C)(C)CC(=O)O.C12(C(CCC(C1(C)C)C2)(C)CC(=O)O)C21C(CCC(C2(C)C)C1)(C)C12C(CCC(C1(C)C)C2)C.C2(CC2)OC2=CC(=CC(=N2)N2CCNCC2)C(F)(F)F 1-[6-(cyclopropyloxy)-4-(trifluoromethyl)-2-pyridinyl]piperazine TERPINYL-ACETATE (2-(4-methyl-1-cyclohex-3-enyl)propan-2-yl-acetate)